C1(CCC1)NC(=O)C1=NC=CC=C1 pyridine-2-carboxylic acid cyclobutylamide